C(C)C1=CC=CC(C1)C(C)C ethyl-5-propan-2-ylcyclohexa-1,3-diene